C1(=CC=C(C=C1)N(C1=CC=2C(C3=CC=CC=C3C2C=C1)(C)C)C1=CC=C(C=C1)Cl)C1=CC=CC=C1 biphenyl-4-yl(4-chlorophenyl)(9,9-dimethyl-9H-fluorene-2-yl)amine